2-cyano-5-(4,4,5,5-tetramethyl-1,3,2-dioxaborolan-2-yl)pyridine C(#N)C1=NC=C(C=C1)B1OC(C(O1)(C)C)(C)C